(3-(4,4-bis(methoxymethyl)-cyclohexyl)-2-((methyl(2-(methylamino)ethyl)amino)-methyl)-6,7-dihydropyrazolo-[1,5-a]pyrazin-5(4H)-yl)(1-fluorocyclopropyl)methanone COCC1(CCC(CC1)C=1C(=NN2C1CN(CC2)C(=O)C2(CC2)F)CN(CCNC)C)COC